6-[(1S)-1-amino-1,3-dihydrospiro[indene-2,4'-piperidin]-1'-yl]-3-(2,4-difluoro-3-methoxyphenyl)-2,5-dimethyl-3,4-dihydropyrimidin-4-one N[C@@H]1C2=CC=CC=C2CC12CCN(CC2)C2=C(C(N(C(=N2)C)C2=C(C(=C(C=C2)F)OC)F)=O)C